N-((R)-(2-((S)-amino((R)-3,3-difluorocyclohexyl)methyl)-1-((2-(trimethylsilyl)ethoxy)methyl)-1H-benzo[d]imidazol-6-yl)(cyclopropyl)methyl)-4,4,4-trifluorobutanamide N[C@H](C1=NC2=C(N1COCC[Si](C)(C)C)C=C(C=C2)[C@H](NC(CCC(F)(F)F)=O)C2CC2)[C@H]2CC(CCC2)(F)F